(4-methyl-tetrahydro-pyran-4-yloxymethyl)-[1,2,4]oxadiazol CC1(CCOCC1)OCC1=NOC=N1